CC1=CC(=O)C(=CC1=O)C 2,5-dimethyl-p-benzoquinone